C(C1=CC=CC=C1)OP(=O)(OCC1=CC=CC=C1)OCC=1C(=NC=CC1)N(C(OC(C)Cl)=O)C 1-chloroethyl (3-(((bis(benzyloxy)phosphoryl)oxy)methyl)pyridin-2-yl)(methyl)carbamate